5-chloro-3-(3-chloro-4-hydroxybenzamido)-N-(2-methoxybenzyl)thiophene-2-carboxamide ClC1=CC(=C(S1)C(=O)NCC1=C(C=CC=C1)OC)NC(C1=CC(=C(C=C1)O)Cl)=O